5-(4-(((tetrahydro-2H-pyran-2-yl)oxy)methyl)bicyclo[2.2.2]octan-1-yl)-1H-pyrazole O1C(CCCC1)OCC12CCC(CC1)(CC2)C2=CC=NN2